C(C(C)C)OC(N[C@H](CC1=NC2=CC=CC=C2C=C1)C1=CC=CC=C1)=O (R)-(1-phenyl-2-(quinolin-2-yl)ethyl)carbamic acid isobutyl ester